FC=1C=C(C=C(C1F)F)CC(=O)O 3,4,5-trifluorophenylacetic acid